C=C1C(CC(CC1)O)O 4-methylidenecyclohexane-1,3-diol